N,N-dibutyl-palmitamide C(CCC)N(C(CCCCCCCCCCCCCCC)=O)CCCC